2-(4-(dimethylamino)piperidin-1-yl)quinoline-6-carbaldehyde CN(C1CCN(CC1)C1=NC2=CC=C(C=C2C=C1)C=O)C